NC1=C(C=C(C=N1)NC(C(=O)N1[C@@H](CC[C@H](C1)C)C=1C=C2C=NNC2=CC1)=O)C1CC1 N-(6-amino-5-cyclopropyl-3-pyridyl)-2-[(2S,5R)-2-(1H-Indazol-5-yl)-5-methyl-1-piperidyl]-2-oxo-acetamide